COC=1C=C2C=CC(CC2=CC1)=S 6-methoxy-2-naphthalenethione